ClC=1C(=C(OC=2N=NC(=CC2C2=NOCC(N2)CC2=C(C=C(C=C2)Br)C)C)C=CC1)F 3-[3-(3-chloro-2-fluorophenoxy)-6-methylpyridazin-4-yl]-5-[(4-bromo-2-methylphenyl)methyl]-5,6-dihydro-4H-1,2,4-oxadiazine